N1N=CC=C1.[Se] selenium diazole